4-fluorophenyl-N-[1-[[[1-(4-cyanophenyl)ethyl]sulfonyl]methyl]propyl]carbamate FC1=CC=C(C=C1)N(C([O-])=O)C(CC)CS(=O)(=O)C(C)C1=CC=C(C=C1)C#N